C1(C=CC=C1)[Nd](C1C=CC=C1)C1C=CC=C1 tris(cyclopentadienyl)neodymium